2-cyclopropyl-4-(pyridin-2-ylmethoxy)aniline C1(CC1)C1=C(N)C=CC(=C1)OCC1=NC=CC=C1